C(C)(C)(C)OC[C@@H](C(=O)OC)O methyl (2S)-3-tert-butoxy-2-hydroxypropanoate